CC1(OB(OC1(C)C)C1=CC=C2C(NC=NC2=C1)=O)C 7-(4,4,5,5-tetramethyl-1,3,2-dioxaborolan-2-yl)-3H-quinazolin-4-one